FC1=C(C=CC(=C1)N)C1=C(C=C(C=C1)N)F 2,2'-difluoro-4,4'-diaminobiphenyl